C(C)N(C(C1=C(C=CC(=C1)F)OC1=C(N=CN=N1)N1CC2(CN(C2)[C@H](CCNCCOC)C(C)C)CC1)=O)C(C)C (R)-N-ethyl-5-fluoro-N-isopropyl-2-((5-(2-(1-((2-methoxyethyl)amino)-4-methylpentan-3-yl)-2,6-diazaspiro[3.4]octan-6-yl)-1,2,4-triazin-6-yl)oxy)benzamide